C1(CCCCC1)OCCC1=CC=CC=C1 (2-(Cyclohexyloxy)ethyl)benzene